FC=1C(=C(C=C2C(N(C=NC12)[C@H]1CCOC[C@@H]1O)=O)CC1=CC=C(C=C1)C=1C=NN(C1)C)C 1,5-anhydro-2,3-dideoxy-3-(8-fluoro-7-methyl-6-(4-(1-methyl-1H-pyrazol-4-yl)benzyl)-4-oxoquinazolin-3(4H)-yl)-L-threo-pentitol